1-bromo-7-methyltricosane BrCCCCCCC(CCCCCCCCCCCCCCCC)C